2-((1S,4S)-2-oxabicyclo[2.2.1]heptan-4-yl)-6-cyclopropoxy-2H-pyrazolo[3,4-b]pyridine-5-carboxylic acid [C@H]12OC[C@](CC1)(C2)N2N=C1N=C(C(=CC1=C2)C(=O)O)OC2CC2